5-(1-(2,2-difluoroethyl)-4-fluoro-1H-benzo[d]imidazol-6-yl)-6-fluoro-4-(methoxy-d3)-N-(1-(oxetan-3-yl)piperidin-4-yl)pyrrolo[2,1-f][1,2,4]triazin-2-amine FC(CN1C=NC2=C1C=C(C=C2F)C=2C(=CN1N=C(N=C(C12)OC([2H])([2H])[2H])NC1CCN(CC1)C1COC1)F)F